C1NCC=2C(=NC=CC21)C(=O)[O-] 2,3-dihydro-1H-pyrrolo[3,4-c]pyridine-4-carboxylate